ClC=1C=CC(=NC1)C(C(=O)N)(C)N1C[C@H](CCC1)C=1OC=CN1 (5-chloropyridin-2-yl)-2-((s)-3-(oxazol-2-yl)piperidin-1-yl)propanamide